CC1=C(CCC(O1)OCCCC)CCC(=O)O 6-methyl-2-n-butoxy-5-carboxyethyl-3,4-dihydropyran